maleic-anhydride ethyl-methacrylate tert-Butyl-4,4-difluoro-6-formyl-1,3-dihydroisoquinoline-2-carboxylate C(C)(C)(C)OC(=O)N1CC2=CC=C(C=C2C(C1)(F)F)C=O.C(C)OC(C(=C)C)=O.C1(\C=C/C(=O)O1)=O